OC(COC=1C=C(C=2N(C1)N=CC2C#N)C=2C=NC(=CC2)N2CC1N(C(C2)C1)CC=1N=NC(=CC1)C)(C)C 6-(2-hydroxy-2-methylpropoxy)-4-(6-(6-((6-methylpyridazin-3-yl)methyl)-3,6-diazabicyclo[3.1.1]heptan-3-yl)pyridin-3-yl)pyrazolo[1,5-a]pyridine-3-carbonitrile